1-(4-chlorophenyl)-N-methyl-methanamine ClC1=CC=C(C=C1)CNC